tert-butyl N-[(3R)-7-[5-(azetidin-1-yl)-1,3,4-oxadiazol-2-yl]-5-[(4-chlorophenyl)methyl]-8-fluoro-1,1,4-trioxo-2,3-dihydro-1λ6,5-benzothiazepin-3-yl]carbamate N1(CCC1)C1=NN=C(O1)C=1C(=CC2=C(N(C([C@H](CS2(=O)=O)NC(OC(C)(C)C)=O)=O)CC2=CC=C(C=C2)Cl)C1)F